p-ethyl-phenyl-tin C(C)C1=CC=C(C=C1)[Sn]